CNCCCN1CCC(CC1)N1N=CC2=CC=CC=C12 1-(1-(3-(Methylamino)propyl)piperidin-4-yl)-1H-indazol